CC1=CC=C(C=C1)N(C)C Dimethyl-p-toluidine